N1=C(N=CC=C1)C=1C=C(C=CC1)N1CCC(CC1)C(=O)O 1-(3-(pyrimidin-2-yl)phenyl)piperidine-4-carboxylic acid